NC1=NC(N(C=C1F)[C@@H]1O[C@@]([C@H]([C@@H]1F)OC(C1=CC=CC=C1)(C1=CC=CC=C1)C1=CC=C(C=C1)OC)(CO)CF)=O 4-amino-5-fluoro-1-[(2R,3S,4R,5R)-3-fluoro-5-(fluoromethyl)-5-(hydroxymethyl)-4-[(4-methoxyphenyl)diphenylmethoxy]oxolan-2-yl]pyrimidin-2-one